pentan-2,4-diol CC(CC(C)O)O